N1(CCC1)C1=CC2=C(C=C(O2)C(=O)NS(=O)(=O)C2=C(C=CC=C2)C(N(C)C)=O)C(=C1)F 6-(Azetidin-1-yl)-N-[2-(dimethylcarbamoyl)benzene-1-sulfonyl]-4-fluoro-1-benzofuran-2-carboxamide